C(C)S(=O)(=O)CC=1C=CC(=C(C1)C=1C=C(C(N(C1)CCO)=O)C)OCC(F)(F)F 5-[5-(ethylsulfonylmethyl)-2-(2,2,2-trifluoroethoxy)phenyl]1-(2-hydroxyethyl)-3-methylpyridin-2-one